(R)-Tert-butyl 4-((1-((methylsulfonyl)oxy)propan-2-yl)oxy)piperidine-1-carboxylate CS(=O)(=O)OC[C@@H](C)OC1CCN(CC1)C(=O)OC(C)(C)C